3-cyclopropyl-5-(3-chloro-4-fluorobenzyl)-8-fluoro-N-[6-(4-isopropyl-4H-1,2,4-triazol-3-yl)pyridin-2-yl]-5,6-dihydro-4H-benzo[f]imidazo[1,5-a][1,4]diazepine-9-carboxamide C1(CC1)C=1N=CN2C1CN(CC1=C2C=C(C(=C1)F)C(=O)NC1=NC(=CC=C1)C1=NN=CN1C(C)C)CC1=CC(=C(C=C1)F)Cl